ClC1=C(C(=CC=C1Cl)OC)C1CC(NCC1)CNC(=O)N [[4-(2,3-dichloro-6-methoxyphenyl)piperidin-2-yl]methyl]urea